C1(CC1)C1=CC(=NN1)NC1=NC(=NC=C1)N1CC(C1)C1CN(C1)C(=O)OCCCC Butyl 3-[1-[4-[(5-Cyclopropyl-1H-pyrazol-3-yl)amino]pyrimidin-2-yl]azetidin-3-yl]azetidine-1-carboxylate